C1(=CC=CC=C1)S(=O)(=O)N1C=C(C2=CC=C(C=C12)C=1C=NN(C1)CC(C)(C)O)C1=NC(=NC=C1C(F)(F)F)N[C@@H]1CN(CCC1)C(=O)OC(C)(C)C tert-butyl (3S)-3-[[4-[1-(benzenesulfonyl)-6-[1-(2-hydroxy-2-methylpropyl)pyrazol-4-yl]indol-3-yl]-5-(trifluoromethyl)pyrimidin-2-yl]amino]piperidine-1-carboxylate